[4-(dimethylsilyl)phenyl]-1-phenylethene C[SiH](C1=CC=C(C=C1)C(=C)C1=CC=CC=C1)C